4-methoxybenzo[d]thiazol COC1=CC=CC2=C1N=CS2